2-[(2'-acetyl-2',3'-dihydro-1'H-spiro[cyclopropane-1,4'-isoquinolin]-7'-yl)amino]-6-(2,6-dichloro-4-fluorophenyl)imidazo[1,2-a]pyrimido[5,4-e]pyrimidin-5(6H)-one C(C)(=O)N1CC2=CC(=CC=C2C2(C1)CC2)NC=2N=CC=1C(N(C=3N(C1N2)C=CN3)C3=C(C=C(C=C3Cl)F)Cl)=O